1-(3,3-difluorocyclobutyl)-3-(isoquinolin-4-yl)-2-oxoimidazolidine-4-carbonitrile FC1(CC(C1)N1C(N(C(C1)C#N)C1=CN=CC2=CC=CC=C12)=O)F